3-(3-aminophenyl)-4-(hydroxymethyl)piperidine-1-carboxylic acid tert-butyl ester C(C)(C)(C)OC(=O)N1CC(C(CC1)CO)C1=CC(=CC=C1)N